7H-benzo[c]Fluoren-7-one C1=CC=CC=2C=CC=3C(C=4C=CC=CC4C3C21)=O